C1(CC1)C1=CC(=C2C(=N1)N(CC2)C(NC=2C(=C(C=1N(C2)C=C(N1)C)C)F)=O)N1CC(N(CC1)C(=O)OC(C)(C)C)(C)C tert-butyl 4-(6-cyclopropyl-1-((7-fluoro-2,8-dimethylimidazo[1,2-a]pyridin-6-yl)carbamoyl)-2,3-dihydro-1H-pyrrolo[2,3-b]pyridin-4-yl)-2,2-dimethylpiperazine-1-carboxylate